ClC1=C(C=CC=C1C)C1=C2C(=NC(=C1C#N)N1CC3(CN(C3)C(C=C)=O)CC1)CC(OC2)(C)C 4-(2-chloro-3-methylphenyl)-7,7-dimethyl-2-(2-(2-propenoyl)-2,6-diazaspiro[3.4]octan-6-yl)-7,8-dihydro-5H-pyrano[4,3-b]pyridine-3-carbonitrile